tert-butyl 3-[({4-[3-(5-chloro-2-fluorophenyl)-1H-pyrrolo[3,2-b]pyridin-2-yl]pyridin-3-yl}oxy)methyl]morpholine-4-carboxylate ClC=1C=CC(=C(C1)C1=C(NC=2C1=NC=CC2)C2=C(C=NC=C2)OCC2N(CCOC2)C(=O)OC(C)(C)C)F